(R)-3-Hydroxy-1-methyl-3-(3-(1-methyl-3-(1H-pyrrolo[2,3-b]pyridin-3-yl)-1H-pyrazol-5-yl)phenyl)pyrrolidin-2-one O[C@@]1(C(N(CC1)C)=O)C1=CC(=CC=C1)C1=CC(=NN1C)C1=CNC2=NC=CC=C21